(R)-2-((1-(2-cyano-7-methyl-3-(4-methyl-4-(trifluoromethyl)piperidin-1-yl)quinoxalin-5-yl)ethyl)amino)benzoic acid C(#N)C1=NC2=CC(=CC(=C2N=C1N1CCC(CC1)(C(F)(F)F)C)[C@@H](C)NC1=C(C(=O)O)C=CC=C1)C